methyl (S)-4-amino-2-methoxy-5-((oxetan-2-ylmethyl)amino)benzoate NC1=CC(=C(C(=O)OC)C=C1NC[C@H]1OCC1)OC